N[C@@H](C(=O)O)C1CCCC1 (R)-2-amino-2-cyclopentylacetic acid